CC12CC3(CC(CC(C1)(C3)C)C2)NCC(=O)N2CC3=CC=C(C=C3C2)F 2-((3,5-Dimethyladamantan-1-yl)amino)-1-(5-fluoroisoindolin-2-yl)ethan-1-one